2-(Pyridin-2-ylmethyl)-N-[(2S)-tetrahydrofuran-2-ylmethyl]-4,5-dihydro-2H-furo[2,3-g]indazol-7-carboxamid N1=C(C=CC=C1)CN1N=C2C3=C(CCC2=C1)OC(=C3)C(=O)NC[C@H]3OCCC3